C(CCCCCCCCCCCCCCCCCCCCCCC)(=O)[C@](O)(C[N+](C)(C)C)CC([O-])=O tetracosanoyl-l-carnitine